C(C(C)C)NCCNCC(C)C N,N'-diisobutylethylenediamine